ClC1=NC=C(C(N1)(N)C1CCOCC1)N 2-chloro-4-(tetrahydro-2H-pyran-4-yl)pyrimidine-4,5-diamine